manganese ethyl-imidazole bromide [Br-].C(C)C=1NC=CN1.[Mn+2].[Br-]